(Z)-4-(2-(1-Ethyl-3-(trifluoromethyl)-1H-pyrazol-4-yl)phenyl)-6-(4,4,4-trifluoro-3-methylbut-2-enoyl)-4,5,6,7-tetrahydrothieno[2,3-c]pyridine-2-carbonitrile C(C)N1N=C(C(=C1)C1=C(C=CC=C1)C1C2=C(CN(C1)C(\C=C(/C(F)(F)F)\C)=O)SC(=C2)C#N)C(F)(F)F